5-((N-(4-(trifluoromethoxy)phenyl)acetamido)methyl)pyrazolo[1,5-a]pyridine-3-carboxamide FC(OC1=CC=C(C=C1)N(C(C)=O)CC1=CC=2N(C=C1)N=CC2C(=O)N)(F)F